tert-butyl (1R,5S,6r)-6-(5,5-dimethyl-2-oxido-4-oxo-4,5-dihydro-1,2-oxazol-3-yl)-3-azabicyclo[3.1.0]hexane-3-carboxylate CC1(C(C(=[N+](O1)[O-])C1[C@H]2CN(C[C@@H]12)C(=O)OC(C)(C)C)=O)C